O=C1NC(CCC1N1C(N(C2=C1C=CC=C2C=2CCN(CC2)C(=O)[O-])C)=O)=O 4-(1-(2,6-dioxopiperidin-3-yl)-3-methyl-2-oxo-2,3-dihydro-1H-benzo[d]imidazol-4-yl)-3,6-dihydropyridine-1(2H)-carboxylate